FC1(\C=C/NC(C(OCCNC1=O)=O)C(C1=CC=NC=C1C1=CC=C(C=C1)OC)=O)F (Z)-7,7-difluoro-5-(4-methoxyphenyl)-4-picolinoyl-1-oxa-4,9-diazacycloundec-5-ene-2,8-dione